NC1=C2C(N(C(C2=CC=C1F)=O)CC1=C(C=C(C=C1)OC)OC)C1=C(C=CC(=C1)F)C(F)F 4-amino-3-[2-(difluoromethyl)-5-fluorophenyl]-2-[(2,4-dimethoxyphenyl)methyl]-5-fluoro-2,3-dihydro-1H-isoindol-1-one